6-ethyl-5-(7-fluoro-2-(1,4-oxazepan-4-yl)quinolin-8-yl)pyridin-2-amine C(C)C1=C(C=CC(=N1)N)C=1C(=CC=C2C=CC(=NC12)N1CCOCCC1)F